2-{2,3-dihydrospiro[1-benzopyran-4,1'-cyclopropan]-6-yl}-4,4,5,5-tetramethyl-1,3,2-dioxaborolane C12(CC1)CCOC1=C2C=C(C=C1)B1OC(C(O1)(C)C)(C)C